5-(1-benzyl-4-methylpiperidin-4-yl)-2-chloropyridine C(C1=CC=CC=C1)N1CCC(CC1)(C)C=1C=CC(=NC1)Cl